FC1=C(C(=CC=C1)C)N1CCC(CC1)(C)N1C(N(C=2C(C1)=CN(N2)C)CC2=C(C=CC=C2)C(F)(F)F)=O 5-[1-(2-Fluoro-6-methyl-phenyl)-4-methyl-piperidin-4-yl]-2-methyl-7-(2-trifluoromethylbenzyL)-2,4,5,7-tetrahydro-pyrazolo[3,4-d]pyrimidin-6-one